tert-butyl (4-(3-(4-chlorophenyl)-1-((2-(trimethylsilyl)ethoxy)methyl)-1H-pyrazolo[4,3-d]pyrimidin-5-yl)-3,5-difluorobenzyl)(methyl)carbamate ClC1=CC=C(C=C1)C1=NN(C2=C1N=C(N=C2)C2=C(C=C(CN(C(OC(C)(C)C)=O)C)C=C2F)F)COCC[Si](C)(C)C